7-(2-((3-methyl-1-(piperidin-4-yl)-1H-pyrazol-4-yl)amino)-5-(trifluoromethyl)pyrimidin-4-yl)-3,4-dihydrothieno[2,3-f][1,4]thiazepin-5(2H)-one 1,1-dioxide CC1=NN(C=C1NC1=NC=C(C(=N1)C1=CC2=C(C(NCCS2(=O)=O)=O)S1)C(F)(F)F)C1CCNCC1